C(=O)(OC(C)(C)C)N1[C@@H](CN[C@H](C1)C)C (2r,5s)-1-Boc-2,5-dimethylpiperazine